(3'-(diethylamino)-6'-((4-methoxyphenyl)ethynyl)-3-oxospiro[isoindoline-1,9'-xanthen]-2-yl)-3-phenylthiourea C(C)N(C=1C=CC=2C3(C4=CC=C(C=C4OC2C1)C#CC1=CC=C(C=C1)OC)N(C(C1=CC=CC=C13)=O)NC(=S)NC1=CC=CC=C1)CC